BrC1=CC(=C(C=C1F)CC=1N(C2=C(N1)C=CC(=C2)C(=O)OC(C)(C)C)CC2(CC2)CF)F tert-butyl 2-[(4-bromo-2,5-difluoro-phenyl)methyl]-3-[[1-(fluoromethyl)cyclopropyl]methyl]benzimidazole-5-carboxylate